1-{[(2s,3r)-3-ethyl-5-oxopyrrolidin-2-yl]methoxy}-4-[(1H-imidazol-4-ylsulfonyl)amino]-7-(prop-2-yloxy)isoquinoline-6-carboxamide C(C)[C@H]1[C@H](NC(C1)=O)COC1=NC=C(C2=CC(=C(C=C12)OC(C)C)C(=O)N)NS(=O)(=O)C=1N=CNC1